tert-Butyl (4-(2-(2,6-dioxopiperidin-3-yl)-1-oxoisoindolin-4-yl)-2-methylbut-3-yn-2-yl)carbamate O=C1NC(CCC1N1C(C2=CC=CC(=C2C1)C#CC(C)(C)NC(OC(C)(C)C)=O)=O)=O